Undecanoic acid, methyl ester C(CCCCCCCCCC)(=O)OC